BrCC(C(C)C)=O 1-bromo-3-methyl-butan-2-one